C(C)(C)(C)C(N=C(C1=CC=CC=C1)C1=CC=CC=C1)C(=O)O t-butyl-N-(diphenylmethylene)glycine